C(C)(C)(C)OC(=O)N1CCN(CC1)CC1CCN(CC1)C1=CC=C(C=C1)N 4-((1-(4-aminophenyl)piperidin-4-yl)methyl)piperazine-1-carboxylic acid tert-butyl ester